OC(CC(=C)C(=O)OC)C=1C=C(C(=O)O)C=CC1C=1C=NN(C1)C 3-(1-hydroxy-3-(methoxycarbonyl)but-3-en-1-yl)-4-(1-methyl-1H-pyrazol-4-yl)benzoic acid